CC1=CC(=CC(=C1)OC1=C(C=CC=C1)[N+](=O)[O-])C 1,3-dimethyl-5-(2-nitrophenoxy)benzene